4-(2-fluoro-4-(4,4,5,5-tetramethyl-1,3,2-dioxaborolan-2-yl)phenyl)morpholine FC1=C(C=CC(=C1)B1OC(C(O1)(C)C)(C)C)N1CCOCC1